N-(2-chloro-4-bromophenyl)-6-(1-methyl-1H-pyrazol-4-yl)-2-(3-methyl-[1,2,4]triazolo[4,3-a]pyridin-6-yl)imidazo[1,2-a]pyrazin-3-amine ClC1=C(C=CC(=C1)Br)NC1=C(N=C2N1C=C(N=C2)C=2C=NN(C2)C)C=2C=CC=1N(C2)C(=NN1)C